C[C@@H]1O[C@@H](CN(C1)C1=CC=CC(=N1)C1=NC2=CC(=NC=C2C=C1)CNC(C1=NC=CC(=C1)S(=O)(=O)CCOC)=O)C N-((2-(6-((cis)-2,6-dimethylmorpholino)pyridin-2-yl)-1,6-naphthyridin-7-yl)methyl)-4-((2-methoxyethyl)sulfonyl)picolinamide